C1C2N(CCN1C1=CC=C(C=C1)N1C=NC(=C1)NC=1N=CC(=NC1)C#N)CCC2 5-((1-(4-(Hexahydropyrrolo[1,2-a]pyrazin-2(1H)-yl)phenyl)-1H-imidazol-4-yl)amino)pyrazine-2-carbonitrile